C1(CCC1)C(C#N)C(C1(CCC1)C(F)(F)F)=O 2-Cyclobutyl-3-oxo-3-(1-(trifluoromethyl)cyclobutyl)propionitrile